CC(C(=O)C=1SC=C(C1)C)(C)N1CCOCC1 2-methyl-1-(4-methylthiophenyl)-2-morpholinylpropan-1-one